[1-[(2S)-2-Aminopropyl]-6-(5-methoxy-1H-pyrazol-4-yl)indol-3-yl]-(6-chlorochroman-3-yl)methanone N[C@H](CN1C=C(C2=CC=C(C=C12)C=1C=NNC1OC)C(=O)C1COC2=CC=C(C=C2C1)Cl)C